C(C)NC(=O)C1=CC2=C(C(N(C=C2C2=C(C=CC(=C2)C(C)(C)O)OC2=C(C=C(C=C2C)F)C)C)=O)N1 N-ethyl-4-(2-(4-fluoro-2,6-dimethylphenoxy)-5-(2-hydroxypropan-2-yl)phenyl)-6-methyl-7-oxo-6,7-dihydro-1H-pyrrolo[2,3-c]pyridine-2-carboxamide